IC=1C=C(C=CC1OC)C1=C(N=CN1COCC[Si](C)(C)C)C(=O)OC methyl 5-(3-iodo-4-methoxyphenyl)-1-((2-(trimethylsilyl)ethoxy)methyl)-1H-imidazole-4-carboxylate